C(C)N1[C@@H](CCC1)C(=O)C(C1=C(C=CC(=C1)F)S(=O)(=O)NC1=CC=C2[C@@H]3[C@H](COC2=C1C(=O)O)C3)N |&1:25,26| (1aRS,7bSR)-5-{2-[((S)-1-ethylpyrrolidin-2-yl)carbonyl-aminomethyl]-4-fluorobenzene-sulfonylamino}-1,1a,2,7b-tetrahydrocyclopropa[c]chromene-4-carboxylic acid